2-((2-Acetyl-5-fluorophenyl)amino)-2-oxoethyl acetate C(C)(=O)OCC(=O)NC1=C(C=CC(=C1)F)C(C)=O